3-(4-methylpyridin-3-yl)propanal CC1=C(C=NC=C1)CCC=O